2-[3-[[5-[[[(1S)-1-methoxycarbonyl-4,4-dimethyl-pentyl]amino]methyl]-2-pyridyl]oxy]phenoxy]acetic acid COC(=O)[C@H](CCC(C)(C)C)NCC=1C=CC(=NC1)OC=1C=C(OCC(=O)O)C=CC1